C1(CC1)C#CS(=O)(=O)O 2-Cyclopropyl-1-ethynesulfonic acid